[Sb+3].[Ga+3].[Ga+3].C/C(/C(=O)[O-])=C\C(=O)[O-].C(C)(=O)N Acetamide Methyl-fumarate Gallium-gallium antimony